N-(2-methoxyethyl)ethylamine hydrochloride Cl.COCCNCC